7-chloro-2-(4-((2-(ethylthio)pyrimidin-5-yl)methyl)piperazin-1-yl)benzo[d]oxazole ClC1=CC=CC=2N=C(OC21)N2CCN(CC2)CC=2C=NC(=NC2)SCC